3-(cyanomethyl)-3-(4-{[(1R,2S)-2-phenylcyclopropyl]amino}piperidin-1-yl)azetidine-1-sulfonamide mono-malonic acid salt C(CC(=O)O)(=O)O.C(#N)CC1(CN(C1)S(=O)(=O)N)N1CCC(CC1)N[C@H]1[C@@H](C1)C1=CC=CC=C1